2-fluoro-3,4-dimethoxybenzoic acid FC1=C(C(=O)O)C=CC(=C1OC)OC